N1CC[C@@H](CCC1)NC=1C2=C(N=C(N1)NC=1C=NN(C1)C)NC=C2Cl (R)-N4-(azepan-4-yl)-5-chloro-N2-(1-methyl-1H-pyrazol-4-yl)-7H-pyrrolo[2,3-d]pyrimidine-2,4-diamine